BrC1=C(C(=C(C(=C1)[N+](=O)[O-])C)Br)OC 1,3-dibromo-2-methoxy-4-methyl-5-nitrobenzene